C(CCCCC(C)C)OC=1C(C(=O)O)=CC=CC1.C(C=1C(O)=CC=CC1)(=O)OC(CCCCC)CC Ethylhexyl salicylate (isooctyl salicylate)